N-((1-benzylcyclobutyl)methyl)-5-hydroxynicotinamide C(C1=CC=CC=C1)C1(CCC1)CNC(C1=CN=CC(=C1)O)=O